guanosine 5'-triphosphate disodium [Na+].[Na+].P([O-])(=O)(OP(=O)([O-])OP(=O)(O)O)OC[C@@H]1[C@H]([C@H]([C@@H](O1)N1C=NC=2C(=O)NC(N)=NC12)O)O